O=C1C2=CC=CC=C2C(C=2C(=CC=C(C12)NC(CCCl)=O)NC(CCCl)=O)=O N,N'-(9,10-dioxo-9,10-dihydroanthracene-1,4-diyl)bis(3-chloropropanamide)